C(C)NC1=NC=C(C(=N1)N1CCCC1)C(=O)N(C1=CC(=CC=C1)OC(CCNC)C1=CC=CC=C1)C 2-(ethylamino)-N-methyl-N-(3-(3-(methylamino)-1-phenylpropoxy)phenyl)-4-(pyrrolidin-1-yl)pyrimidine-5-carboxamide